(R)-3-fluoro-5-(1-((4-methyl-7-morpholinophthalazin-1-yl)amino)ethyl)benzonitrile FC=1C=C(C#N)C=C(C1)[C@@H](C)NC1=NN=C(C2=CC=C(C=C12)N1CCOCC1)C